3-(5-(1-((6-ethoxypyridin-3-yl)methyl)piperidin-4-yl)-1-oxoisoindolin-2-yl)piperidine-2,6-dione C(C)OC1=CC=C(C=N1)CN1CCC(CC1)C=1C=C2CN(C(C2=CC1)=O)C1C(NC(CC1)=O)=O